NC1=NC=2C=NC(=CC2C2=C1COC2)C(=O)N2C(CC[C@@H](C2)C)C=2C=C1C3(C(N(C1=C(C2)Cl)C)=O)CC3 5'-((5S)-1-(4-amino-1,3-dihydrofuro[3,4-c][1,7]naphthyridine-8-carbonyl)-5-methylpiperidin-2-yl)-7'-chloro-1'-methylspiro[cyclopropane-1,3'-indolin]-2'-one